2-(2-((3R,4R)-3-amino-4-fluoro-1-piperidinyl)-5,6-difluoro-1H-benzimidazol-1-yl)-N-methylacetamide N[C@@H]1CN(CC[C@H]1F)C1=NC2=C(N1CC(=O)NC)C=C(C(=C2)F)F